N-(2-formyl-4-nitrophenyl)acetamide Tert-butyl-(2R)-4-[4-amino-5-[2-(3,5-dimethoxyphenyl)ethynyl]pyrrolo[2,1-f][1,2,4]triazin-7-yl]-2-(methoxymethyl)pyrrolidine-1-carboxylate C(C)(C)(C)OC(=O)N1[C@H](CC(C1)C1=CC(=C2C(=NC=NN21)N)C#CC2=CC(=CC(=C2)OC)OC)COC.C(=O)C2=C(C=CC(=C2)[N+](=O)[O-])NC(C)=O